C(C)(C)(C)OC(=O)NC=1C=C(C=CC1N1[C@H](CN(CC1)C1COC1)C)NC(OCC1=CC=CC=C1)=O benzyl N-(3-[[(tert-butoxy)carbonyl]amino]-4-[(2S)-2-methyl-4-(oxetan-3-yl)piperazin-1-yl]phenyl)carbamate